(S)-quinuclidin-3-yl (7-(4-ethylphenyl)-6-methoxy-3,3-dimethylchroman-4-yl)carbamate C(C)C1=CC=C(C=C1)C1=C(C=C2C(C(COC2=C1)(C)C)NC(O[C@@H]1CN2CCC1CC2)=O)OC